COC1=CC=C(C=C1)C1=CC=C2C=CNC2=C1 6-(4-methoxyphenyl)-1H-indole